perfluorophenyl 12-((3-(5-(((2R,3R,4R,5R,6R)-3-acetamido-4,5-dihydroxy-6-(hydroxymethyl)tetrahydro-2H-pyran-2-yl)oxy)pentanamido)propyl)amino)-12-oxododecanoate C(C)(=O)N[C@H]1[C@@H](O[C@@H]([C@@H]([C@@H]1O)O)CO)OCCCCC(=O)NCCCNC(CCCCCCCCCCC(=O)OC1=C(C(=C(C(=C1F)F)F)F)F)=O